OC=1C=C(C2=C(OC(OC2=O)C)C1C=1C=C(C=CC1)C)CCCCC 7-hydroxy-2-methyl-5-pentyl-8-(m-tolyl)-4H-benzo[d][1,3]dioxin-4-one